FC1=CC=C(OC=2C=C(C=CC2)[C@H]2SCC[C@H](NC2=O)CNS(=O)(=O)C2=NC=CC=C2)C=C1 N-[[(2R,5S)-2-[3-(4-fluorophenoxy)phenyl]-3-oxo-1,4-thiazepan-5-yl]methyl]pyridine-2-sulfonamide